2-(2,8-dimethylimidazo[1,2-b]pyridazin-6-yl)-6-(piperidin-4-yl)thieno[2,3-c]pyridin-7(6H)-one CC=1N=C2N(N=C(C=C2C)C2=CC3=C(C(N(C=C3)C3CCNCC3)=O)S2)C1